2,2-difluoroethyl trifluoro-methanesulfonate FC(S(=O)(=O)OCC(F)F)(F)F